C(C1=CC=CC=C1)OC=1C=CC(=C2C=CC(NC12)=O)[C@H](CN1CCCCC1)O (R)-8-(benzyloxy)-5-(1-hydroxy-2-(piperidin-1-yl)ethyl)quinolin-2(1H)-one